C(C)(C)(C)OC(=O)N1CCC(=CC1)C1=CC(=C(C=C1)N1N=NC(=C1C)C1=CC=C(C=C1)C1=CCN(CC1)C(=O)OC(C)(C)C)C tert-Butyl 4-(4-(1-(4-(1-(tert-butoxycarbonyl)-1,2,3,6-tetrahydropyridin-4-yl)-2-methylphenyl)-5-methyl-1H-1,2,3-triazol-4-yl)phenyl)-5,6-dihydropyridine-1(2H)-carboxylate